Palladium(II) Acetat ethyl-2-(2-hydroxypropan-2-yl)-5-morpholinothiazole-4-carboxylate C(C)OC(=O)C=1N=C(SC1N1CCOCC1)C(C)(C)O.C(C)(=O)[O-].[Pd+2].C(C)(=O)[O-]